C(C)(C)(C)C=1C=C(C2=C(C(C(O2)=O)C2=CC=C(C=C2)OCCOCCOCCOCCOCCO)C1)C(C)(C)C 5,7-di-tert-butyl-3-[4-[2-[2-[2-[2-(2-hydroxy-ethoxy)ethoxy]ethoxy]ethoxy]ethoxy]phenyl]-3H-benzofuran-2-one